5-bromo-1,3-difluoro-2-fluorobenzene BrC=1C=C(C(=C(C1)F)F)F